C1(=CC=CC=C1)C1=C(N=C2N1CCC1=CC=NC=C21)C2=CC=C(C=C2)CO (4-(3-Phenyl-5,6-dihydroimidazo[2,1-a][2,7]naphthyridin-2-yl)phenyl)methanol